Cl.ClC=1C=C(CNCC2CCNCC2)C=CC1OCC N-(3-chloro-4-ethoxybenzyl)-1-(piperidin-4-yl)methanamine hydrochloride